N-(2-(1H-pyrazol-1-yl)ethyl)-5-methylisoxazole-3-carboxamide N1(N=CC=C1)CCNC(=O)C1=NOC(=C1)C